OC(C)(C)C1=CC(=CC=C1)C(C)(O)C 1,3-bis(1-hydroxy-1-methylethyl)benzene